2-hydroxy-4-(5-pentylpicolinamido)benzoic acid OC1=C(C(=O)O)C=CC(=C1)NC(C1=NC=C(C=C1)CCCCC)=O